BrC=1SC2=C3C(CCCOC13)=C(NC2)C 1-bromo-5-methyl-4,6,7,8-tetrahydro-3H-9-oxa-2-thia-4-azabenzo[cd]azulen